5-(3-((2-(4-ethoxy-4-oxobutanoyl)-6-methoxybenzo[b]thiophen-5-yl)oxy)propoxy)-6-methoxyisoindoline-2-carboxylic acid tert-butyl ester C(C)(C)(C)OC(=O)N1CC2=CC(=C(C=C2C1)OCCCOC1=CC2=C(SC(=C2)C(CCC(=O)OCC)=O)C=C1OC)OC